2,2,2-trifluoroacetic acid, (3S,5R)-1-(tert-butoxycarbonyl)-5-carboxy-N,N,N-trimethylpyrrolidin-3-aminium salt C(C)(C)(C)OC(=O)N1C[C@H](C[C@@H]1C(=O)O)[N+](C)(C)C.FC(C(=O)[O-])(F)F